1-((4'-(1,1,1,3,3,3-hexafluoro-2-hydroxypropan-2-yl)-2-methyl-[1,1'-biphenyl]-4-yl)methyl)-4-(pyridin-4-ylmethyl)piperazin-2-ylacetate FC(C(C(F)(F)F)(O)C1=CC=C(C=C1)C1=C(C=C(C=C1)CN1C(CN(CC1)CC1=CC=NC=C1)CC(=O)[O-])C)(F)F